C(C=C)(=O)N1CC2=CC=CC(=C2CC1)C1=C2C(=C(NC2=C(C(=C1F)F)C(=O)N)C)Cl (S)-4-(2-acryloyl-1,2,3,4-tetrahydroisoquinolin-5-yl)-3-chloro-5,6-difluoro-2-methyl-1H-indole-7-carboxamide